methyl-tris(1-methyl-1-phenyl-propyneoxy)silane 5-((2-amino-3-fluoropyridin-4-yl)methyl)-2-((4-ethynyl-2-fluorophenyl)amino)-3,4-Difluorobenzoate hydrochloride Cl.NC1=NC=CC(=C1F)CC=1C(=C(C(=C(C(=O)O)C1)NC1=C(C=C(C=C1)C#C)F)F)F.C[Si](OC(C#C)(C)C1=CC=CC=C1)(OC(C#C)(C)C1=CC=CC=C1)OC(C#C)(C1=CC=CC=C1)C